CC1=CC=C(C=C1)S(=O)(=O)OCC(SC1=NC=CC=C1)(F)F 2,2-difluoro-2-(pyridin-2-ylthio)ethyl 4-methylbenzenesulfonate